C(C1=CC=CC=C1)C1(COC2=C1C=CC(=C2)C(=O)O)C 3-Benzyl-3-methyl-2,3-dihydro-benzofuran-6-carboxylic acid